FC(CN1N=C(N=C1)CN1C(N(C=NC1=O)CC1=C(C=C(C(=C1)F)F)F)=O)(F)F 3-[(1-trifluoroethyl-1H-1,2,4-triazol-3-yl)methyl]-1-(2,4,5-trifluorobenzyl)-1,3,5-triazine-2,4-dione